C(C1=CC=CC=C1)N(C[C@H](CO)O)C (R)-3-(benzyl-(methyl)amino)propane-1,2-diol